N1(CCCCC1)CCCC(=O)OC(CCC\C=C/CCCCC)C(CCC\C=C/CCCCC)CCC\C=C/CCCCC (6Z,16Z)-12-((Z)-Dec-4-en-1-yl)docosa-6,16-dien-11-yl 4-(piperidin-1-yl)butanoate